5-aminomethyl-2-(difluoromethyl)benzonitrile NCC=1C=CC(=C(C#N)C1)C(F)F